[Li].NC1=C(C=CC(=C1)N)N=NC1=CC=CC=C1 2,4-diaminoazobenzene lithium